C(C)(C)(C)OC(=O)N[C@H](C(=O)O)[C@@H](C)O (2S,3R)-2-(tert-butoxycarbonylamino)-3-hydroxy-butyric acid